O=C1NC(CCC1C1=CC(=C(C=C1)C#COC(=O)N1CCCCC1)F)=O 2-[4-(2,6-dioxopiperidin-3-yl)-2-fluorophenyl]ethynylpiperidine-1-carboxylate